C(C)C(C(=O)C1=CC=C(C=C1)N1CCOCC1)(CC)N 2-ethyl-2-amino(4-morpholinophenyl)butane-1-one